5-(2-(4,5-dimethyl-1H-imidazol-2-yl)pyridin-4-yl)-7-(S-methylsulfonimidoyl)isoindolin-1-one, trifluoroacetate salt FC(C(=O)O)(F)F.CC=1N=C(NC1C)C1=NC=CC(=C1)C=1C=C2CNC(C2=C(C1)S(=O)(=N)C)=O